C(C1=CC=CC=C1)N1C=2C=CC=CC2N(C2=CC=CC=C12)CC1=CC=CC=C1 5,10-dibenzyl-5,10-dihydrophenazine